tert-Butyl (S)-((3'-chloro-2'-(2-fluoro-3-(5-formyl-4-methoxypicolinamido)phenyl)-6-methoxy-[2,4'-bipyridin]-5-yl)methyl)((5-oxopyrrolidin-2-yl)methyl)carbamate ClC=1C(=NC=CC1C1=NC(=C(C=C1)CN(C(OC(C)(C)C)=O)C[C@H]1NC(CC1)=O)OC)C1=C(C(=CC=C1)NC(C1=NC=C(C(=C1)OC)C=O)=O)F